(1-(2,6-Dioxopiperidin-3-yl)-3-methyl-2-oxo-2,3-dihydro-1H-benzo[d]imidazol-5-yl)pyrrolidine-1-carboxylic acid tert-butyl ester C(C)(C)(C)OC(=O)N1C(CCC1)C1=CC2=C(N(C(N2C)=O)C2C(NC(CC2)=O)=O)C=C1